C(CCC)NN(NCCCC)CCC N,N-dibutylaminopropylamine